2,2-bis(bromomethyl)-1,3-propanediyl diacetate C(C)(=O)OCC(COC(C)=O)(CBr)CBr